FC1=CC(=CC2=C1CN(CCO2)C(=O)C2(COC2)C)C2=NOC(=N2)C(F)(F)F 6-fluoro-4-[(3-methyloxetan-3-yl)carbonyl]-8-[5-(trifluoromethyl)-1,2,4-oxadiazol-3-yl]-3,5-dihydro-2H-1,4-benzoxazepine